2-(4-bromo-1H-imidazol-1-yl)-2-(3,4-dichlorophenyl)-N,N-dimethylethan-1-amine BrC=1N=CN(C1)C(CN(C)C)C1=CC(=C(C=C1)Cl)Cl